NC1=C(C=C(C2=C1CCO2)C(=O)O)Cl 4-amino-5-chloro-2,3-dihydrobenzofuran-7-carboxylic acid